6-((2R,3R)-2-methyl-3-(piperazin-1-yl)azetidin-1-yl)-2-(trifluoromethyl)pyrimidine C[C@H]1N(C[C@H]1N1CCNCC1)C1=CC=NC(=N1)C(F)(F)F